FC(C(=O)O)(F)F.NC=1OC2=C(N1)C=C(C=C2)N2C(N1C(CNC(C1)C)=C2C(=O)NCC2=C(C=CC=C2)C2=NC=NC=C2)=O 2-(2-amino-1,3-benzoxazol-5-yl)-6-methyl-3-oxo-N-{[2-(pyrimidin-4-yl)phenyl]methyl}-5H,6H,7H,8H-imidazo[1,5-a]pyrazine-1-carboxamide trifluoroacetic acid salt